(R)-4-(6-Acetamido-1-(6-(3-methoxytetrahydrofuran-3-yl)-4-methylpyridin-2-yl)-1H-pyrrolo[3,2-c]pyridin-3-yl)piperidine-1-carboxylate C(C)(=O)NC1=CC2=C(C=N1)C(=CN2C2=NC(=CC(=C2)C)[C@]2(COCC2)OC)C2CCN(CC2)C(=O)[O-]